2-[({2-methoxy-7-[4-(methylamino)pyridin-2-yl]naphthalen-1-yl}amino)methyl]prop-2-enenitrile COC1=C(C2=CC(=CC=C2C=C1)C1=NC=CC(=C1)NC)NCC(C#N)=C